2'-O-(2-methoxy)ethyl-adenosine COCCO[C@H]1[C@@H](O[C@@H]([C@H]1O)CO)N1C=NC=2C(N)=NC=NC12